(R)-1,1-dimethylethane CC(C)C